The molecule is a member of the class of pyrazoles that is 1H-pyrazole which is substituted at positions 1, 3 and 5 by 4-sulfamoylphenyl, trifluoromethyl and 4-fluorophenyl groups, respectively. A selective cyclooxygenase 2 inhibitor, it is used in veterinary medicine to treat pain and inflammation in dogs with degenerative joint disease. It has a role as a non-steroidal anti-inflammatory drug, a cyclooxygenase 2 inhibitor and a non-narcotic analgesic. It is a sulfonamide, an organofluorine compound and a member of pyrazoles. C1=CC(=CC=C1C2=CC(=NN2C3=CC=C(C=C3)S(=O)(=O)N)C(F)(F)F)F